FC1(C(C1)C1=NNC(=C1)NC(C(C)C=1C=NN(C1)C1=CC(=CC(=C1)F)F)=O)F N-(3-(2,2-difluorocyclopropyl)-1H-pyrazol-5-yl)-2-(1-(3,5-difluorophenyl)-1H-pyrazol-4-yl)propanamide